CC=1N=CC2=CC=C(C=C2C1)C(C)O 1-(3-methylisoquinolin-6-yl)ethan-1-ol